BrC1=CC(=C(C=C1OC)N1N=CC=C1)I 1-(4-bromo-2-iodo-5-methoxyphenyl)-1H-pyrazole